5-(2-fluorophenyl)-1-(pyridine-3-sulfonyl)pyrrole-3-carbaldehyde FC1=C(C=CC=C1)C1=CC(=CN1S(=O)(=O)C=1C=NC=CC1)C=O